(2-methoxynaphthalen-1-yl)(p-tolyl)sulfane COC1=C(C2=CC=CC=C2C=C1)SC1=CC=C(C=C1)C